tert-butyl 4-[5-[3-cyano-4-(trifluoromethylsulfonyloxy)pyrazolo[1,5-a]pyridin-6-yl]-2-pyridyl]piperazine-1-carboxylate C(#N)C=1C=NN2C1C(=CC(=C2)C=2C=CC(=NC2)N2CCN(CC2)C(=O)OC(C)(C)C)OS(=O)(=O)C(F)(F)F